(rac)-2-(5-ethyl-4-iodo-1-methyl-1H-pyrazol-3-yl)pyrrolidine-1-carboxylic acid tert-butyl ester C(C)(C)(C)OC(=O)N1[C@H](CCC1)C1=NN(C(=C1I)CC)C |r|